2-(3-isopropyl-2-(1H-pyrazolo[3,4-b]pyridin-4-yl)-1H-indol-5-yl)-5,6,7,8-tetrahydro-[1,2,4]triazolo[1,5-a]pyrazine C(C)(C)C1=C(NC2=CC=C(C=C12)C1=NN2C(CNCC2)=N1)C1=C2C(=NC=C1)NN=C2